1-[6-[6-fluoro-5-[[(3S,4R)-4-fluoropyrrolidin-3-yl]amino]benzimidazol-1-yl]-3-(1-hydroxyethyl)-2-pyridyl]-5-methyl-pyrazole-3-carbonitrile FC=1C(=CC2=C(N(C=N2)C2=CC=C(C(=N2)N2N=C(C=C2C)C#N)C(C)O)C1)N[C@H]1CNC[C@H]1F